N1=CC(=CC=C1)C\C(\C=N/NC(NCC)=S)=N/NC(NCC)=S (2Z,2'E)-2,2'-(3-(pyridin-3-yl)propane-1,2-diylidene)bis(N-ethylhydrazine-1-carbothioamide)